butyl (2S,5R)-5-ethyl-4-(1-(4-fluoro-2-methoxyphenyl) ethyl)-2-methylpiperazine-1-carboxylate C(C)[C@H]1N(C[C@@H](N(C1)C(=O)OCCCC)C)C(C)C1=C(C=C(C=C1)F)OC